C(#N)C1=CC=C(C=C1)C(/C=C/C=1C=C(OC(C(=O)O)C)C=CC1)=O 2-[3-[(E)-3-(4-Cyanophenyl)-3-oxoprop-1-enyl]phenoxy]propanoic acid